(2S)-2-((4R)-4-(3-((methoxymethoxy)methyl)phenyl)pyrrolidine-2-carboxamido)propionamide COCOCC=1C=C(C=CC1)[C@H]1CC(NC1)C(=O)N[C@H](C(=O)N)C